FC(N1CC=CC=C1)F 1-(difluoromethyl)pyridin